ClC=1C=CC2=C(N=C(O2)C2CC3(CC(C3)NC(=O)C3CNCC3)C2)C1 N-[6-(5-chloro-1,3-benzoxazol-2-yl)spiro[3.3]heptan-2-yl]pyrrolidine-3-carboxamide